N-(2-((6-(3-(2,6-dichloro-3,5-dimethoxyphenyl)-1-methylureido)pyrimidin-4-yl)amino)-5-(2,7-diazaspiro[3.5]nonan-2-yl)phenyl)acrylamide ClC1=C(C(=C(C=C1OC)OC)Cl)NC(N(C)C1=CC(=NC=N1)NC1=C(C=C(C=C1)N1CC2(C1)CCNCC2)NC(C=C)=O)=O